CC=1NC2=CC=CC=C2C1C=CC(=O)C1=CC=NC=C1 3-(2-methyl-1H-indol-3-yl)-1-(4-pyridinyl)-2-propen-1-one